C(C)(=O)N1[C@H](CCC2=CC(=CC=C12)C1=CC=C(C(=O)NCCNC(=O)C=2N=C3N(C=C(N=C3N3CCOCC3)C=3C=NC(=NC3)N)C2)C=C1)C (S)-N-(2-(4-(1-acetyl-2-methyl-1,2,3,4-tetrahydroquinolin-6-yl)benzamido)ethyl)-6-(2-amino-pyrimidin-5-yl)-8-morpholinoimidazo[1,2-a]pyrazine-2-carboxamide